4-Bromo-1-(5-(isopropylsulfanyl)-4-(4-(trifluoromethyl)piperidin-1-yl)thiazol-2-yl)-3-methyl-1H-pyrazole-5-carboxylic acid methyl ester COC(=O)C1=C(C(=NN1C=1SC(=C(N1)N1CCC(CC1)C(F)(F)F)SC(C)C)C)Br